2-(4-methoxyphenyl)-2-propanol COC1=CC=C(C=C1)C(C)(C)O